O=C1N(CCC(N1)=O)C1=C(C=C(C=C1)C1CCCCN1)C 6-(4-(2,4-dioxotetrahydropyrimidin-1(2H)-yl)-3-methylphenyl)piperidine